C1(=CC=CC=C1)[C@@H]1P([C@H](CC1)C1=CC=CC=C1)CO ((trans)-2,5-diphenylphospholan-1-yl)methanol